BrC=1C=CC(=NC1)N(CC1OCCC1)CC 5-bromo-N-ethyl-N-((tetrahydrofuran-2-yl)methyl)pyridin-2-amine